FC=1C(=NC(=NC1)NC=1C(=NN(C1)C)OC)C1=CNC2=C(C=CC=C12)NC(=O)C1N(CCC1)C1CNCC1 N-(3-(5-fluoro-2-((3-methoxy-1-methyl-1H-pyrazol-4-yl)amino)pyrimidin-4-yl)-1H-indol-7-yl)-[1,3'-bipyrrolidine]-2-carboxamide